2-((tert-Butoxycarbonyl)amino)-2-(4-cyanothiophen-2-yl)acetic acid C(C)(C)(C)OC(=O)NC(C(=O)O)C=1SC=C(C1)C#N